6-(3-amino-1-trimethylacetyl-1H-indazol-4-yl)-N-(3-methylphenyl)-1-naphthamide NC1=NN(C2=CC=CC(=C12)C=1C=C2C=CC=C(C2=CC1)C(=O)NC1=CC(=CC=C1)C)C(C(C)(C)C)=O